COC(C1=C(C(=NC(=C1)C1=CN=CS1)C)N)=O 3-amino-2-methyl-6-(thiazol-5-yl)isonicotinic acid methyl ester